2-(((2S,5R)-2-carbamoyl-4-methyl-7-oxo-1,6-diazabicyclo[3.2.1]oct-3-en-6-yl)oxy)acetic acid lithium salt [Li+].C(N)(=O)[C@H]1N2C(N([C@H](C(=C1)C)C2)OCC(=O)[O-])=O